C(C=C)(=O)OCCCCCOC(C=C)=O penta-methylene diacrylate